C1(CCC(N1C1=NN1)=O)=O succinimidyl-diazirine